(2-Cyano-4-methoxyphenyl)carbamic acid ethyl ester C(C)OC(NC1=C(C=C(C=C1)OC)C#N)=O